2-[4-(2-hydroxyethyl)-piperazin-1-yl]-ethane-sulfonic acid OCCN1CCN(CC1)CCS(=O)(=O)O